(2E)-4-(1-piperidyl)-2-butenoyl chloride N1(CCCCC1)C/C=C/C(=O)Cl